C12(CC(C1)C2)N2C[C@H](NS(C1=C2C=C(C(=C1)O\C=C(\C(=O)O)/F)SC)(=O)=O)C1CC(C1)(F)F (R,Z)-3-((5-(bicyclo[1.1.1]pentan-1-yl)-3-(3,3-difluorocyclobutyl)-7-(methylthio)-1,1-dioxido-2,3,4,5-tetrahydrobenzo[f][1,2,5]thiadiazepin-8-yl)oxy)-2-fluoroacrylic acid